1H-1,2,3-triazol-4-methylamine N1N=NC(=C1)CN